C(C)N(CC=C)C1=C(C=O)C=CC=C1 N-ethyl-N-(allyl)aminobenzaldehyde